5-(piperidin-1-yl)pentanamid N1(CCCCC1)CCCCC(=O)N